methyl 2-(benzylthio)-5-bromo-6-methylnicotinate C(C1=CC=CC=C1)SC1=C(C(=O)OC)C=C(C(=N1)C)Br